[7-Chloro-2-(2,6-difluoro-phenyl)-imidazo[2,1-f][1,2,4]triazin-4-yl]-(1-methyl-piperidin-4-ylmethyl)-amine ClC1=CN=C2C(=NC(=NN21)C2=C(C=CC=C2F)F)NCC2CCN(CC2)C